(3-methoxycarbonylphenyl)boronic acid COC(=O)C=1C=C(C=CC1)B(O)O